IC=1C=NN(C1N1C(C2(C3=CC=CC=C13)CCCC2)=O)C 1'-(4-iodo-1-methyl-1H-pyrazol-5-yl)spiro[cyclopentane-1,3'-indoline]-2'-one